(S)-3-amino-N-(1-(2-(2,4-difluorophenyl)-2-hydroxy-3-(1H-1,2,4-triazol-1-yl)propyl)piperidin-4-yl)-1-(4-methyl-3-phenoxyphenyl)-2-oxo-1,2-dihydrothieno[2,3-b]pyrazine-6-carboxamide NC=1C(N(C2=C(N1)SC(=C2)C(=O)NC2CCN(CC2)C[C@@](CN2N=CN=C2)(O)C2=C(C=C(C=C2)F)F)C2=CC(=C(C=C2)C)OC2=CC=CC=C2)=O